5-[6-(difluoromethyl)-3-(1H-imidazol-4-yl)imidazo[1,2-a]pyrimidin-2-yl]-3-(trifluoromethyl)-1H-1,2,4-triazole FC(C=1C=NC=2N(C1)C(=C(N2)C2=NC(=NN2)C(F)(F)F)C=2N=CNC2)F